(R)-7-(2,2-difluorocyclopropane-1-carboxamido)-N,N-dimethyl-3-(4-methyl-6-propionylpyridin-3-yl)-1,6-naphthyridine-2-carboxamide FC1([C@H](C1)C(=O)NC1=NC=C2C=C(C(=NC2=C1)C(=O)N(C)C)C=1C=NC(=CC1C)C(CC)=O)F